tert-butyl 4-[5-[3-[3-[[ethyl(methyl)sulfamoyl]amino]-2-fluoro-benzoyl]-1H-pyrrolo[2,3-b]pyridin-5-yl]pyrimidin-2-yl]piperazine-1-carboxylate C(C)N(S(=O)(=O)NC=1C(=C(C(=O)C2=CNC3=NC=C(C=C32)C=3C=NC(=NC3)N3CCN(CC3)C(=O)OC(C)(C)C)C=CC1)F)C